[Na+].C(COCC(=S)[O-])(=S)[O-].[Na+] dithiodiglycolic acid sodium salt